C(C)(C)(C)C1=CC=CC(=C1O)C 6-tertiary butyl-2-methylphenol